N-tert-Butyl-4-[[2-(5-chloro-2-methoxy-phenyl)acetyl]amino]pyridine-2-carboxamide C(C)(C)(C)NC(=O)C1=NC=CC(=C1)NC(CC1=C(C=CC(=C1)Cl)OC)=O